N-tert-butyl-5-chloro-4-[[2-(5-chloro-2-hydroxy-phenyl)acetyl]amino]pyridine-2-carboxamide C(C)(C)(C)NC(=O)C1=NC=C(C(=C1)NC(CC1=C(C=CC(=C1)Cl)O)=O)Cl